ClC=1N=C(C2=C(N1)N(C(=C2)C)S(=O)(=O)C2=CC=C(C)C=C2)NC2CC2 2-chloro-N-cyclopropyl-6-methyl-7-tosyl-7H-pyrrolo[2,3-d]Pyrimidine-4-amine